C(C)(=O)N1CC2=CC=C(C=C2C1)N1C=C(C(C2=CC(=C(C=C12)N1[C@H](CCC1)COC1=NC=CC=C1Cl)Cl)=O)C(=O)O 1-(2-acetyl-1,3-dihydro-isoindol-5-yl)-6-chloro-7-[(2R)-2-[[(3-chloropyridin-2-yl)oxy]methyl]pyrrolidin-1-yl]-4-oxoquinoline-3-carboxylic acid